O1C=C(C=C1)C=1N=C(C2=C(N1)SC(=C2)C)NCCCC2=CC=C(C=C2)C=2C=NC(=CC2)C(F)(F)F 2-(furan-3-yl)-6-methyl-N-(3-(4-(6-(trifluoromethyl)pyridin-3-yl)phenyl)propyl)thieno[2,3-d]pyrimidin-4-amine